3-(3-fluoro-4-hydroxyphenyl)-3-(4-(trifluoromethoxy)phenyl)-7-(trifluoromethyl)indolin-2-one FC=1C=C(C=CC1O)C1(C(NC2=C(C=CC=C12)C(F)(F)F)=O)C1=CC=C(C=C1)OC(F)(F)F